N'-(3-chloro-4-fluoro-phenyl)-N-[2-(chloromethyl)allyl]-N'-(6-methoxy-4-quinolyl)-N-methyl-ethane-1,2-diamine ClC=1C=C(C=CC1F)N(CCN(C)CC(=C)CCl)C1=CC=NC2=CC=C(C=C12)OC